tert-butyl 4-[2-(4-{2,5-difluoro-3-[(pyrrolidine-1-sulfonyl)amino]phenyl}-3-(pyridin-4-yl)pyrazol-1-yl)pyrimidin-5-yl]piperazine-1-carboxylate FC1=C(C=C(C=C1NS(=O)(=O)N1CCCC1)F)C=1C(=NN(C1)C1=NC=C(C=N1)N1CCN(CC1)C(=O)OC(C)(C)C)C1=CC=NC=C1